tert-butyl ((7-bromo-5-chloro-4-oxo-3,4-dihydrophthalazin-1-yl)methyl)carbamate BrC1=CC(=C2C(NN=C(C2=C1)CNC(OC(C)(C)C)=O)=O)Cl